bis(neopentylglycolic acid) diboron [B].[B].C(C(C)(C)C)C(C(=O)O)O.C(C(C)(C)C)C(C(=O)O)O